6-((2S,5R)-4-(bis(4-fluorophenyl)methyl)-2,5-dimethylpiperazin-1-yl)-2-chloro-5-nitro-N-(((R)-tetrahydrofuran-2-yl)methyl)pyrimidin-4-amine FC1=CC=C(C=C1)C(N1C[C@@H](N(C[C@H]1C)C1=C(C(=NC(=N1)Cl)NC[C@@H]1OCCC1)[N+](=O)[O-])C)C1=CC=C(C=C1)F